N-(2-bromo-4-methylphenyl)-4-((1-methyl-2-oxo-1,2-dihydroquinolin-4-yl)oxy)butyramide BrC1=C(C=CC(=C1)C)NC(CCCOC1=CC(N(C2=CC=CC=C12)C)=O)=O